CO[C@@H]1[C@@H]([C@H]([C@H]([C@H](O1)CO)O)O[C@@H]2[C@@H]([C@H]([C@H]([C@H](O2)CO)O)O)O)O The molecule is a disaccharide derivative comprising methyl alpha-D-galactoside having an alpha-D-galactosyl residue at the 3-position. It is a methyl glycoside and a disaccharide derivative. It derives from an alpha-D-galactose.